F\C(=C/CN)\CN1C=NC2=C1C=C(C=C2C2=CC(=CC=C2)S(=O)(=O)C)C(F)(F)F (Z)-3-fluoro-4-(4-(3-(methylsulfonyl)phenyl)-6-(trifluoromethyl)-1H-benzo[d]imidazol-1-yl)but-2-en-1-amine